FC=1C(=CC=2C(=NN(N2)C)C1)NC(=O)N1CCC=2C1=NC=CC2N2C[C@@H](N(CC2)C(=O)OC(C)(C)C)C tert-butyl (S)-4-(1-((6-fluoro-2-methyl-2H-benzo[d][1,2,3]triazol-5-yl)carbamoyl)-2,3-dihydro-1H-pyrrolo[2,3-b]pyridin-4-yl)-2-methylpiperazine-1-carboxylate